tert-butyl 3,3-difluoro-4-[(5-iodo-3-methylpyrazin-2-yl)oxy]pyrrolidine-1-carboxylate FC1(CN(CC1OC1=NC=C(N=C1C)I)C(=O)OC(C)(C)C)F